C1(=C(C=CC=C1)C1=NNC(=N1)CC)C1=NNC(=N1)CC 3,3'-(1,2-phenylene)bis(5-ethyl-1H-1,2,4-triazole)